3-{[6-hexyl-4-(pyridin-3-yl)quinolin-2-yl](methyl)amino}-2-methylpropanoic acid C(CCCCC)C=1C=C2C(=CC(=NC2=CC1)N(CC(C(=O)O)C)C)C=1C=NC=CC1